O1[C@H](COC2=C1C=CC=C2)C2=CC=C(CN1CCC(CC1)C(=O)NCCO)C=C2 1-{4-[(2S)-2,3-dihydro-1,4-benzodioxin-2-yl]benzyl}-N-(2-hydroxyethyl)piperidine-4-carboxamide